FC1=C(C=C(C(=C1O)O)OC)C1=NC2=C(C=NC(=C2)C(=O)N)N1C1(COC1)C 2-(2-fluoro-3,4-dihydroxy-5-methoxyphenyl)-3-(3-methyloxetan-3-yl)-3H-imidazo[4,5-c]pyridine-6-carboxamide